C(N)(=O)C1=CC=C(C=C1)C(C(=O)O)(F)F 2-(4-carbamoylphenyl)-2,2-difluoroacetic acid